NC1=C(C=C(C2=CC=CC=C12)S(=O)(=O)O)N=NC=1C=NC(=CC1)C1=C(C=C(C=C1)Cl)Cl 4-amino-3-[6-(2,4-dichlorophenyl)pyridin-3-ylazo]naphthalene-1-sulfonic acid